(2R,3S,4S)-4-hydroxy-2-[(4-methoxyphenyl)methyl]pyrrolidin-3-yl N-[(3-chlorophenyl)methyl]carbamate ClC=1C=C(C=CC1)CNC(O[C@H]1[C@H](NC[C@@H]1O)CC1=CC=C(C=C1)OC)=O